BrC1=CC=CC2=C1SC1=C2C=CC=C1Br 4,6-dibromodibenzo[b,d]thiophene